Ethyl 2-(2-fluorophenyl)-7-methylpyrazolo[1,5-a]pyrimidine-3-carboxylate FC1=C(C=CC=C1)C1=NN2C(N=CC=C2C)=C1C(=O)OCC